bis[di-tert-butyl-(4-dimethylaminophenyl)phosphine] palladium (0) [Pd].C(C)(C)(C)P(C1=CC=C(C=C1)N(C)C)C(C)(C)C.C(C)(C)(C)P(C1=CC=C(C=C1)N(C)C)C(C)(C)C